C(C1=CC=CC=C1)OC=1C(=NC=C(C1)OC1=CC(=CC=C1)F)[N+](=O)[O-] 3-benzyloxy-5-(3-fluorophenoxy)-2-nitro-pyridine